C(C)OC(C=NNC1=CC=C(C=C1)F)=O Ethyl-2-(2-(4-fluorophenyl)hydrazono)acetat